C(C1=CC=CC=C1)O\N=C(/C(=O)OCC)\C=1N=C(SC1)N(C(=O)OC(C)(C)C)CCN(C(=O)OC(C)(C)C)C(=O)OC(C)(C)C ethyl (Z)-2-((benzyloxy)imino)-2-(2-((2-(bis(tert-butoxycarbonyl)amino)ethyl)(tert-butoxycarbonyl)amino)thiazol-4-yl)acetate